NC1=C(C=2C(O1)=CC1=C(OC(=C1C(=O)OC1=CC=C(C=C1)OC)N)C2)C(=O)OC2=CC=C(C=C2)OC bis(4-methoxyphenyl) 2,6-diaminobenzo[1,2-b:4,5-b']difuran-3,7-dicarboxylate